4-(1-hydroxyethyl)-3-methoxyphenol OC(C)C1=C(C=C(C=C1)O)OC